COC1=CC(=NC=C1)[Sn](CCCC)(CCCC)CCCC 4-Methoxy-2-(tributylstannyl)pyridine